2-methyl-N-(4-(N-(1-(4-methylpiperidin-1-yl)propan-2-yl)sulfamoyl)naphthalen-1-yl)benzamide CC1=C(C(=O)NC2=CC=C(C3=CC=CC=C23)S(NC(CN2CCC(CC2)C)C)(=O)=O)C=CC=C1